2-(3,5-dibromo-4-((4-cyclohexyl-5-oxo-4,5-dihydro-1,3,4-oxadiazol-2-yl)methyl)phenyl)-1,2,4-triazine-3,5(2H,4H)-dione BrC=1C=C(C=C(C1CC=1OC(N(N1)C1CCCCC1)=O)Br)N1N=CC(NC1=O)=O